CN(C(CCCCCCCCC)CCCCCCCCC\C=C/C\C=C/CCCCC)C (20Z,23Z)-N,N-dimethylnonacosane-20,23-dien-10-amine